(S)-5-oxopyrrolidine-3-carboxylic acid {1-phenyl-5-[3-(2,2,2-trifluoro-1-trifluoromethylethoxymethyl)phenyl]-1H-pyrazol-3-yl}amide C1(=CC=CC=C1)N1N=C(C=C1C1=CC(=CC=C1)COC(C(F)(F)F)C(F)(F)F)NC(=O)[C@@H]1CNC(C1)=O